BrC1=CC=C(C=N1)C1=NN(C=2C1=NC(=C(C2)OC)C2=C1CCCC1=CC=C2)CC2=CC=C(C=C2)OC 3-(6-Bromopyridin-3-yl)-5-(2,3-dihydro-1H-inden-4-yl)-6-methoxy-1-(4-methoxybenzyl)-1H-pyrazolo[4,3-b]pyridine